ClC1=CC(=C(C=C1)C=1C=NC=2N(C1)C=C(N2)COC2=CC=C(C=C2)F)OC 6-(4-chloro-2-methoxy-phenyl)-2-[(4-fluorophenoxy)methyl]imidazo[1,2-a]pyrimidine